5-((6-ethyl-2-methyl-3,4-dihydroquinolin-1(2H)-yl)sulfonyl)-2-((tetrahydro-2H-pyran-4-yl)methoxy)benzyl Alcohol C(C)C=1C=C2CCC(N(C2=CC1)S(=O)(=O)C=1C=CC(=C(CO)C1)OCC1CCOCC1)C